methyldimethoxysilylpropyl(diethylamino)(methyldiethoxysilylpropylamino)methyl ethyl sulfide C(C)SC(NCCC[Si](OCC)(OCC)C)(N(CC)CC)CCC[Si](OC)(OC)C